ClC=1C(=C2C=NNC2=C(C1F)N1CCCC1)C=1N=CC=2N(C1)C=C(N2)NC(=O)[C@H]2[C@H](C2)F (1S,2S)-N-(6-(5-chloro-6-fluoro-7-(pyrrolidin-1-yl)-1H-indazol-4-yl)imidazo[1,2-a]pyrazin-2-yl)-2-fluorocyclopropane-1-carboxamide